Methyl 6-(3-amino-2-chloro-4-(trifluoromethyl) phenyl)-3-chloropicolinate NC=1C(=C(C=CC1C(F)(F)F)C1=CC=C(C(=N1)C(=O)OC)Cl)Cl